C(C)OC(CN(C)C1=NC2=CC=C(C=C2C(=C1)C1=CC=CC=C1)Br)=O N-(6-bromo-4-phenylquinolin-2-yl)-N-methylglycine ethyl ester